NC=1C(=NC=C(N1)N1CCC2(CC1)CC=1C(=NC=CC1)[C@H]2N)SC2=C(C(=NC=C2)N2CC(C2)C(C)(C)O)Cl (S)-2-(1-(4-(3-amino-5-(7-amino-5,7-dihydrospiro[cyclopenta[b]pyridine-6,4'-piperidin]-1'-yl)pyrazin-2-ylthio)-3-chloropyridin-2-yl)azetidin-3-yl)propan-2-ol